N-(3-((1S,3S)-3-butyl-6-methoxy-2-propioloyl-1,2,3,4-tetrahydroisoquinolin-1-yl)bicyclo[1.1.1]pentan-1-yl)isonicotinamide C(CCC)[C@@H]1N([C@H](C2=CC=C(C=C2C1)OC)C12CC(C1)(C2)NC(C2=CC=NC=C2)=O)C(C#C)=O